3-(3-(benzyloxy)propoxy)phenylpropan-1-ol C(C1=CC=CC=C1)OCCCOC=1C=C(C=CC1)C(CC)O